4-(2-chloro-5-methoxy-6-(4-(methylsulfonyl)piperazin-1-yl)pyrimidin-4-yl)benzonitrile ClC1=NC(=C(C(=N1)C1=CC=C(C#N)C=C1)OC)N1CCN(CC1)S(=O)(=O)C